N-(5-chloro-6-(1H-imidazol-2-yl)pyridin-3-yl)-1-(isoquinolin-4-yl)-5-(trifluoromethyl)-1H-pyrazole-4-carboxamide ClC=1C=C(C=NC1C=1NC=CN1)NC(=O)C=1C=NN(C1C(F)(F)F)C1=CN=CC2=CC=CC=C12